1-[[[2-[[4-(7-chloro-1H-indazol-4-yl)triazol-1-yl]methyl]imidazo[1,2-a]pyridin-6-yl]methylamino]methyl]cyclobutanol ClC=1C=CC(=C2C=NNC12)C=1N=NN(C1)CC=1N=C2N(C=C(C=C2)CNCC2(CCC2)O)C1